(3-hydroxyazetidin-1-yl)-[(4S)-7-chloro-6-(2,6-difluorophenyl)-4-methyl-8-(trifluoromethyl)-4H-[1,2,4]triazolo[1,5-a][1,4]benzodiazepin-2-yl]methanone OC1CN(C1)C(=O)C1=NN2C([C@@H](N=C(C3=C2C=CC(=C3Cl)C(F)(F)F)C3=C(C=CC=C3F)F)C)=N1